Cl.N[C@@H](C(=O)N1[C@@H](COCC1)C(=O)OC)CC1=CC=C(C=C1)Cl methyl (S)-4-((R)-2-amino-3-(4-chlorophenyl)propanoyl)morpholine-3-carboxylate hydrochloride